N1=CN=CC(=C1)C1=CNC2=NC=CC(=C21)OC[C@@H]2CN(CCC2)C 3-pyrimidin-5-yl-4-[[(3S)-1-methyl-3-piperidyl]methoxy]-1H-pyrrolo[2,3-b]pyridine